N-(3,5-Dimethoxyphenyl)-2-ethynyl-N-(1-(methylsulfonyl)-2-oxopyrrolidin-3-yl)thiazole-4-carboxamide COC=1C=C(C=C(C1)OC)N(C(=O)C=1N=C(SC1)C#C)C1C(N(CC1)S(=O)(=O)C)=O